tert-butyl (2S,5R)-4-(1-(4-fluorophenyl)-2-methoxy-2-oxoethyl)-2,5-dimethylpiperazine-1-carboxylate FC1=CC=C(C=C1)C(C(=O)OC)N1C[C@@H](N(C[C@H]1C)C(=O)OC(C)(C)C)C